[Si](C)(C)(C(C)(C)C)OCCOC1=NC=C(C=N1)[N+](=O)[O-] 2-(2-((tert-butyldimethylsilyl)oxy)ethoxy)-5-nitropyrimidine